(3z,6z,9s,10r)-9,10-epoxy-1,3,6-eicosatriene C=C\C=C/C\C=C/C[C@H]1[C@@H](CCCCCCCCCC)O1